C(CC(O)(C(=O)O)CC(=O)O)(=O)O.C(C)OC(=O)N1CC2(CC(C2)N2CCC(CC2)C2=CC=NN2C)CC1 2-[4-(1-methyl-1H-pyrazol-5-yl)piperidin-1-yl]-6-azaspiro[3.4]octane-6-carboxylic acid ethyl ester citrate